4-(2-chlorobenzoyl)-1H-pyrrole-2-carboxylic acid ClC1=C(C(=O)C=2C=C(NC2)C(=O)O)C=CC=C1